1-methyl-7-(((1-methylcyclobutyl)amino)methyl)-1H-pyrrolo[3,2-b]pyridine-5-carboxylic acid CN1C=CC2=NC(=CC(=C21)CNC2(CCC2)C)C(=O)O